OCC(CO)N1N=C(C(=C1)NC(=O)C1=CC=CC(=N1)C=1C=NC=C(C1)C)C1=NC=CC=C1 N-(1-(1,3-dihydroxypropan-2-yl)-3-(pyridin-2-yl)-1H-pyrazol-4-yl)-5'-methyl-[2,3'-bipyridine]-6-carboxamide